(rac)-tert-butyl [(3-amino-5-{4-[3-(2-chloro-5-fluoropyrimidin-4-yl)-2,6-difluorophenoxy]butoxy}benzyl)(methyl)oxido-λ6-sulfanylidene]carbamate NC=1C=C(C[S@](=O)(C)=NC(OC(C)(C)C)=O)C=C(C1)OCCCCOC1=C(C(=CC=C1F)C1=NC(=NC=C1F)Cl)F |r|